C[C@@H]1N([C@@H](COC1)C)CCN 2-[(3S,5R)-3,5-dimethylmorpholin-4-yl]ethanamine